ethyl 1-(3-(1,3-dioxoisoindolin-2-yl)propyl)-1H-pyrazole-4-carboxylate O=C1N(C(C2=CC=CC=C12)=O)CCCN1N=CC(=C1)C(=O)OCC